8-(2,4-Dichlorophenyl)-9-(4-((1-(3-fluoropropyl)azetidin-3-yl)methyl)phenyl)-6,7-dihydro-5H-benzo[7]annulen-3-ol ClC1=C(C=CC(=C1)Cl)C=1CCCC2=C(C1C1=CC=C(C=C1)CC1CN(C1)CCCF)C=CC(=C2)O